N-methylazetidine CN1CCC1